diboron pentacene C1=CC=CC2=CC3=CC4=CC5=CC=CC=C5C=C4C=C3C=C12.[B].[B]